5-((2-(4-((2-chloro-5-(cyanomethyl)benzyl)amino)butoxy)ethyl)amino)benzo[c][2,6]naphthyridine-8-carboxamide ClC1=C(CNCCCCOCCNC2=NC3=C(C4=CN=CC=C24)C=CC(=C3)C(=O)N)C=C(C=C1)CC#N